Cl.C[C@@H]1C[C@@H](NCC1)C1=CC=C(C=C1)C(F)(F)F Cis-(2R,4S)-4-methyl-2-(4-(trifluoromethyl)phenyl)piperidine hydrochloride